3-((5-(trifluoromethyl)-1H-pyrazol-1-yl)methyl)cyclobutan-1-amine hydrochloride Cl.FC(C1=CC=NN1CC1CC(C1)N)(F)F